2-(3-(cyclobutylamino)-5-((1s,3s)-3-methoxy-1-(4-methyl-4H-1,2,4-triazol-3-yl)cyclobutyl)phenyl)-6-(((1-methylcyclobutyl)amino)methyl)-4-(trifluoromethyl)isoindolin-1-one C1(CCC1)NC=1C=C(C=C(C1)C1(CC(C1)OC)C1=NN=CN1C)N1C(C2=CC(=CC(=C2C1)C(F)(F)F)CNC1(CCC1)C)=O